3-(7-fluoro-1-methyl-6-(piperidin-4-yl)-1H-indazol-3-yl)piperidine-2,6-dione FC=1C(=CC=C2C(=NN(C12)C)C1C(NC(CC1)=O)=O)C1CCNCC1